trimethyl-2-butylpropene CC(C(=C)CCCC)(C)C